1-methyl-N-(tetrahydrofuran-3-ylmethyl)pyrazol-4-amine CN1N=CC(=C1)NCC1COCC1